(tert-butylallyl)cobalt C(C)(C)(C)C=CC[Co]